COC=1C=C(CN(C=2OC=C(N2)CN2CCOCC2)CC=2C=C3C=CC=NC3=CC2)C=CC1 N-(3-methoxybenzyl)-4-(morpholinomethyl)-N-(quinolin-6-ylmethyl)oxazol-2-amine